CC=1OC2=C(CN(CC2)C=O)N1 (2-methyl-6,7-dihydrooxazolo[4,5-c]pyridin-5(4H)-yl)methanone